NC1=NC=NC2=C(C=CC=C12)C(=O)NC1=C2C=CN=C(C2=CC=C1C)NC1=CC=C(C=C1)CN(C)C 4-amino-N-(1-((4-((dimethylamino)methyl)phenyl)amino)-6-methylisoquinolin-5-yl)quinazoline-8-carboxamide